6-bromo-3-(3-oxobutyl)isobenzofuran-1(3H)-one BrC1=CC=C2C(OC(C2=C1)=O)CCC(C)=O